2-(11-Bromoundecyl)isoindoline-1,3-dione allyl-7-(((((S)-1-(benzyloxy)-1-oxopropan-2-yl)amino)(phenoxy)phosphoryl)methyl)-2-naphthoate C(C=C)OC(=O)C1=CC2=CC(=CC=C2C=C1)CP(=O)(OC1=CC=CC=C1)N[C@H](C(=O)OCC1=CC=CC=C1)C.BrCCCCCCCCCCCN1C(C2=CC=CC=C2C1=O)=O